2-((1s,4s)-4-(6-(trifluoromethyl)pyridin-3-yl)cyclohexyl)-8-thia-2-azaspiro[4.5]decane 8,8-dioxide FC(C1=CC=C(C=N1)C1CCC(CC1)N1CC2(CC1)CCS(CC2)(=O)=O)(F)F